O1N=CC=C1C1CCN(CC1)CC(=O)NC=1C=C(C(=NC1)C)NC(=O)C=1N=NN2C1C=CC(=C2)C=2C=NN(C2)C N-[5-[[2-(4-isoxazol-5-yl-1-piperidyl)acetyl]amino]-2-methyl-3-pyridyl]-6-(1-methylpyrazol-4-yl)triazolo[1,5-a]pyridine-3-carboxamide